phenyl (5-formylpyridin-2-yl)carbamate C(=O)C=1C=CC(=NC1)NC(OC1=CC=CC=C1)=O